C1(CC1)C(C)N1C(C=2C(=NC(=CC2C1)C1=C(N=C(S1)NC(C)=O)C)N1C(COCC1)C)=O N-(5-(2-(1-cyclopropylethyl)-4-(3-methylmorpholino)-3-oxo-2,3-dihydro-1H-pyrrolo[3,4-c]pyridin-6-yl)-4-methylthiazol-2-yl)acetamide